P(O)(=O)(OP(=O)(O)O)OC[C@@H]1[C@H]([C@H]([C@@](O1)(N1C=NC=2C(=O)NC(N)=NC12)OC)O)O methoxyguanosine 5'-diphosphate